methyl 2-bromoproPanoate BrC(C(=O)OC)C